C(C)(C)(C)OCCCCCC[Si](C1C(=C(C2=C1SC(=C2C)C)C)C)(C)NC(C)(C)C 1-(6-(tert-butoxy)hexyl)-N-(tert-butyl)-1-methyl-1-(2,3,4,5-tetramethyl-6H-cyclopenta[b]thiophen-6-yl)silan-ylamine